N1(N=CN=C1)C(C(=O)O)C 2-(1H-1,2,4-triazol-1-yl)propanoic acid